(R)-2-(1-(4-bromo-3-fluorophenyl)cyclobutyl)-2-((tert-butoxycarbonyl)amino)acetic acid BrC1=C(C=C(C=C1)C1(CCC1)[C@H](C(=O)O)NC(=O)OC(C)(C)C)F